3-(TERT-BUTYLSULFANYL)PROPANAL C(C)(C)(C)SCCC=O